4-(3-(4-(trifluoromethoxy)phenyl)-1H-1,2,4-triazol-1-yl)aniline tert-butyl-(5-(4-(isoindolin-5-ylmethyl)piperazin-1-yl)pentyl)carbamate C(C)(C)(C)N(C(O)=O)CCCCCN1CCN(CC1)CC=1C=C2CNCC2=CC1.FC(OC1=CC=C(C=C1)C1=NN(C=N1)C1=CC=C(N)C=C1)(F)F